NC1(CCN(CC1)C1=C(C=CC=C1)NC1=NC=C(C(=N1)N1CCOCC1)C1=CN=CO1)C N-(4-amino-4-methylpiperidin-1-ylphenyl)-4-morpholinyl-5-oxazol-5-ylpyrimidin-2-amine